BrC=1C(=CC2=C(OCC(N2CC(F)F)=O)C1)OC 7-Bromo-4-(2,2-difluoroethyl)-6-methoxy-2H-benzo[b][1,4]oxazin-3(4H)-one